C(CCC)C1(CN2CCC1CC2)NC(=O)NC(C)(C)C=2C=NN(C2)C2=CC=C(C=C2)F 1-(3-butyl-1-azabicyclo[2.2.2]oct-3-yl)-3-{2-[1-(4-fluorophenyl)-1H-pyrazol-4-yl]propan-2-yl}urea